N[C@@H](C)C(=O)[C@@]1([C@H](O)[C@@H]([C@@H](CO)O1)N)N1C=NC=2C(N)=NC=NC12 alanyl-3'-deoxy-3'-aminoadenosine